(2S,4R)-N-[(S)-[5-(3,3-difluorocyclobutyl)-6-fluoropyridin-2-yl](phenyl)methyl]-4-fluoro-1-[2-(1H-1,2,3-triazol-5-yl)acetyl]pyrrolidine-2-carboxamide FC1(CC(C1)C=1C=CC(=NC1F)[C@@H](NC(=O)[C@H]1N(C[C@@H](C1)F)C(CC1=CN=NN1)=O)C1=CC=CC=C1)F